NC1=C(C=C(C=N1)C1(NC(=C(C=C1)N1CCOCC1)CN1CCC1)F)C=1C=C2CCNC(C2=CC1)=O 6-(6'-amino-6-(azetidin-1-ylmethyl)-2-fluoro-5-morpholino-[2,3'-bipyridin]-5'-yl)-3,4-dihydroisoquinolin-1(2H)-one